COC1=CC=C(C=C1)C(OCC1(CN(CC1(C)CO)C(CCCCCCCCC(=O)[O-])=O)C)(C1=CC=CC=C1)C1=CC=C(C=C1)OC.[Li+] Racemic-(cis)-Lithium 10-(3-((bis(4-methoxyphenyl)-(phenyl)methoxy)methyl)-4-(hydroxymethyl)-3,4-dimethylpyrrolidin-1-yl)-10-oxodecanoate